4-Methyl-7-{3-[3-(morpholin-4-yl)phenyl]-1,2,4-oxadiazol-5-yl}-3,4-dihydro-2H-1,4-benzoxazine CN1CCOC2=C1C=CC(=C2)C2=NC(=NO2)C2=CC(=CC=C2)N2CCOCC2